C1(=C(C=CC=C1)C1=C(C(=C(C=C1)C1=CC=CC=C1)C1=NN=NC(=C1C1=C(C=CC=C1)C1=CC=CC=C1)C1=CC=CC=C1)C1=CC=CC=2[Se]C3=C(C21)C=CC=C3)C3=CC=CC=C3 (biphenylyl)dibenzoselenophenyl-[phenyl(biphenylyl)triazineyl]biphenyl